N1C(=NC=C1)C1=CC=C(C=C1)NC(=O)C=1C=NN2C1N=C(C=C2C)C N-(4-(1H-IMIDAZOL-2-YL)PHENYL)-5,7-DIMETHYLPYRAZOLO[1,5-a]PYRIMIDINE-3-CARBOXAMIDE